S1C(=CC=C1)B(O)O 2-thiopheneboronic acid